O(CCC)C(C)O propoxyl-ethanol